ClC=1C=NC(=C(C(=O)NC2CCC(CC2)CN2C(N(C3=NC=CC=C32)C=3C=C2C(=NNC2=CC3)C)=O)C1)C 5-chloro-2-methyl-N-((1r,4r)-4-((3-(3-methyl-1H-indazol-5-yl)-2-oxo-2,3-dihydro-1H-imidazo[4,5-b]pyridin-1-yl)methyl)cyclohexyl)nicotinamide